C(C(CC)N)N 1,2-Butandiamin